CS(=O)(=O)C1=C(N)C=C(C=C1)[N+](=O)[O-] 2-(methylsulfonyl)-5-nitroaniline